NC\C=C(\CN1C(=NC2=C1C=C(C=C2C2=CC=C(C=C2)S(=O)(=O)C)C(=O)OC)C)/F Methyl (Z)-1-(4-amino-2-fluorobut-2-en-1-yl)-2-methyl-4-(4-(methylsulfonyl)phenyl)-1H-benzo[d]imidazole-6-carboxylate